geranyl-oxyacetaldehyde C(\C=C(/C)\CCC=C(C)C)OCC=O